4-(1-((S)-1-((6,7-dihydro-5H-indeno[5,6-d]thiazol-2-yl)amino)-1-oxopropan-2-yl)-4,4-difluoropiperidin-3-yl)-2-(hydroxymethyl)pyridine 1-oxide S1C(=NC2=C1C=C1CCCC1=C2)NC([C@H](C)N2CC(C(CC2)(F)F)C2=CC(=[N+](C=C2)[O-])CO)=O